1,8-bistriethoxysilyloctane C(C)O[Si](CCCCCCCC[Si](OCC)(OCC)OCC)(OCC)OCC